((4,6-dimethyl-2-oxo-1,2-dihydropyridin-3-yl)methyl)-3-(propyl-(tetrahydro-2H-pyran-4-yl)amino)-2-methylbenzamide CC1=C(C(NC(=C1)C)=O)CC1=C(C(=C(C(=O)N)C=C1)C)N(C1CCOCC1)CCC